O[C@@H]1C[C@H](N(C1)C(=O)[C@@H](C(C)C)C1=CC(=NO1)OC1N(CCCC1)C(=O)[O-])C(N[C@@H](C)C1=CC=C(C=C1)C1=C(N=CS1)C)=O [5-[(1S)-1-[(2S,4R)-4-hydroxy-2-[[(1S)-1-[4-(4-methylthiazol-5-yl)phenyl]ethyl]carbamoyl]pyrrolidine-1-carbonyl]-2-methyl-propyl]isoxazol-3-yl]oxypiperidine-1-carboxylate